COC1=CC=C(C=C1)C(OC[C@@]1(COC[C@@H](O1)N1C2=NC=NC(=C2N=C1)NC(C1=CC=CC=C1)=O)COP(N(C(C)C)C(C)C)OCCC#N)(C1=CC=CC=C1)C1=CC=C(C=C1)OC N-[9-[(2R,6S)-6-[[bis(4-methoxyphenyl)-phenyl-methoxy]methyl]-6-[[2-cyanoethoxy-(diisopropylamino)phosphanyl]oxymethyl]-1,4-dioxan-2-yl]purin-6-yl]benzamide